FC1(CN(CC[C@H]1NC1=NN2C(C(=N1)N)=C(C=C2)C2=CC=C1C(=N2)N(C=N1)CC(F)F)C1COC1)F (R)-N2-(3,3-Difluoro-1-(oxetan-3-yl)piperidin-4-yl)-5-(3-(2,2-difluoroethyl)-3H-imidazo[4,5-b]pyridin-5-yl)pyrrolo[2,1-f][1,2,4]triazine-2,4-diamine